N-octadecenyl-2-phenyl-3,5,7-tris-(2-propen-1-yloxy)-quinolin-4-one C(=CCCCCCCCCCCCCCCCC)N1C(=C(C(C2=C(C=C(C=C12)OCC=C)OCC=C)=O)OCC=C)C1=CC=CC=C1